(4-((2-methylpropan-1-en-1-yl)oxy)phenyl)-2-(p-tolyl)diazene CC(=COC1=CC=C(C=C1)N=NC1=CC=C(C=C1)C)C